(4S)-4-[(E,1R)-1-hydroxyhexacosane-2-enyl]-2,2-dimethyl-oxazolidine-3-carboxylate O[C@H](\C=C\CCCCCCCCCCCCCCCCCCCCCCC)[C@H]1N(C(OC1)(C)C)C(=O)[O-]